C(C)(C)NCC(COC1=C(C(=C(C=C1)C)C)C)O (isopropylamino)-3-(trimethylphenoxy)propan-2-ol